C1N(CCC2=CC=CC=C12)[C@H]1[C@@H](CN(CC1)C(=O)C1=CC=NC=N1)O 6-(trans-4-(3,4-dihydroisoquinolin-2(1H)-yl)-3-hydroxypiperidine-1-carbonyl)pyrimidine